racemic-3-(((8-fluoro-4-(4-(trifluoromethyl)phenyl)phthalazin-1-yl)amino)methyl)tetrahydrofuran-3-ol FC=1C=CC=C2C(=NN=C(C12)NC[C@]1(COCC1)O)C1=CC=C(C=C1)C(F)(F)F |r|